2,3-dihydrotryptamine NCCC1CNC2=CC=CC=C12